FC1=NN2C(N=CC3=C2[C@](C[C@@H]3C(=O)NC=3C=NC(=C(C3)C)N3N=CC=N3)(C=3C=NN(C3)C)C)=C1 (6S,8R)-2-fluoro-8-methyl-8-(1-methyl-1H-pyrazol-4-yl)-N-(5-methyl-6-(2H-1,2,3-triazol-2-yl)pyridin-3-yl)-7,8-dihydro-6H-cyclopenta[e]pyrazolo[1,5-a]pyrimidine-6-carboxamide